FC=1C=C(C=NC1)C=1NC2=CC=C(C=C2C1)C=1C=NC=C(C1)OC 2-(5-fluoropyridin-3-yl)-5-(5-methoxypyridin-3-yl)-1H-indole